3-isopropoxy-4-nitro-1-(methyl-d3)pyrazole C(C)(C)OC1=NN(C=C1[N+](=O)[O-])C([2H])([2H])[2H]